NC1CC(C1)OC(=O)N1CCC1 azetidin-1-carboxylic acid (1S,3R)-3-aminocyclobutyl ester